ClC1=CC=C(OC=2C=C(C(C#N)=CC2)C#N)C=C1 4-(4-chlorophenoxy)phthalonitrile